1-(3,4-methylenedioxyphenyl)-2-trimethylsilylacetylene C1OC=2C=C(C=CC2O1)C#C[Si](C)(C)C